tert-butyl 6-(2-((4-methoxyphenyl) sulfonyl) hydrazono)-2-azaspiro[3.3]heptane-2-carboxylate COC1=CC=C(C=C1)S(=O)(=O)NN=C1CC2(CN(C2)C(=O)OC(C)(C)C)C1